2,5-dichloro-N,4,6-trimethyl-nicotinamide ClC1=C(C(=O)NC)C(=C(C(=N1)C)Cl)C